3-(fluoromethyl)-1-methyl-N-(3',4',5'-trifluoro[1,1'-biphenyl]-2-yl)-1H-pyrazole-4-carboxamide FCC1=NN(C=C1C(=O)NC1=C(C=CC=C1)C1=CC(=C(C(=C1)F)F)F)C